2,3-dihydrobenzo[b][1,4]dioxin-6-ol O1C2=C(OCC1)C=C(C=C2)O